(2R)-2-{[(9H-fluoren-9-ylmethoxy)carbonyl]amino}-3-phenylpropionic acid C1=CC=CC=2C3=CC=CC=C3C(C12)COC(=O)N[C@@H](C(=O)O)CC1=CC=CC=C1